ClC=1C=C(C=CC1C1CCCCC1)C(CCN1CCC(CC1)C1=CC=CC=C1)O 1-(3-chloro-4-cyclohexylphenyl)-3-(4-phenylpiperidin-1-yl)propan-1-ol